(1,1,1-trifluoropropan-2-yl)hydrazine hydrochloride Cl.FC(C(C)NN)(F)F